(R)-3-(3-bromophenyl)-3-hydroxy-1-methylpiperidin-2-one BrC=1C=C(C=CC1)[C@]1(C(N(CCC1)C)=O)O